1-tert-butylazo-1-cyanocyclohexane C(C)(C)(C)N=NC1(CCCCC1)C#N